4-(isopropylamino)-6-(1H-pyrazol-4-yl)-N-(2-(pyrrolidin-3-yl)ethyl)quinoline-3-carboxamide C(C)(C)NC1=C(C=NC2=CC=C(C=C12)C=1C=NNC1)C(=O)NCCC1CNCC1